CC1N(CCCC1)CC=1C=C(C(=O)N)C=CC1 3-((2-methylpiperidin-1-yl)methyl)benzamide